(1S,2S)-2-fluoro-N-(7-{6-[(1S)-1-hydroxybutyl]-4-methylpyridin-3-yl}-2,6-naphthyridin-3-yl)cyclopropane-1-carboxamide F[C@@H]1[C@@H](C1)C(=O)NC=1N=CC2=CC(=NC=C2C1)C=1C=NC(=CC1C)[C@H](CCC)O